C(CCCCCCC\C=C/CCCCCCCC)(=O)N1[C@@H](CCC1)C(=O)O N-oleoyl-proline